CC1=CC=CC=2C(N([C@H]3C=4C([C@@H](C21)C3)=C3N(N4)C=CC(=C3)C=3C=NC(=NC3)C3(CCC3)NC(OC(C)(C)C)=O)C([2H])([2H])[2H])=O tert-butyl (1-(5-((7R,14R)-1-methyl-6-(methyl-d3)-5-oxo-5,6,7,14-tetrahydro-7,14-methanobenzo[c]pyrido[1',2':1,5]pyrazolo[4,3-f]azocin-12-yl)pyrimidin-2-yl)cyclobutyl)carbamate